FC(C=1C=CC=2N(N1)C(=CN2)C2=NC=NC(=C2)C=2CNCCC2)F 6-(difluoromethyl)-3-(6-(1,2,5,6-tetrahydropyridin-3-yl)pyrimidin-4-yl)imidazo[1,2-b]pyridazine